(S)-3-cyclohexene-1-carboxylic acid methyl ester COC(=O)[C@@H]1CC=CCC1